C1=CC(=CC=2OC3=C(C21)C=CC=C3)NC3=CC=C(C=2OC1=C(C23)C=CC=C1)C1=CC=CC=C1 N-(dibenzo[b,d]furan-3-yl)-4-phenyldibenzo[b,d]furan-1-amine